3-(5-tert-butyl-1,2-oxazol-3-yl)-4-hydroxy-1-methylimidazolidin-2-on C(C)(C)(C)C1=CC(=NO1)N1C(N(CC1O)C)=O